C(C1=CC=CC=C1)OC1=CC=C(C=C1)OC 1-benzyloxy-4-methoxybenzene